[N+](=O)([O-])C(CO)(CO)C 2-nitro-2-methyl-1,3-propanediol